3-(3,5-dibromo-4-methoxyphenyl)-2,3-dimethyl-cyclopentane BrC=1C=C(C=C(C1OC)Br)C1(C(CCC1)C)C